2-((S)-4,4-difluoro-3-(6-oxo-1,6-dihydropyridin-3-yl)piperidin-1-yl)-N-(5-((5-fluoropyridin-3-yl)oxy)pyridin-2-yl)propanamide FC1([C@H](CN(CC1)C(C(=O)NC1=NC=C(C=C1)OC=1C=NC=C(C1)F)C)C1=CNC(C=C1)=O)F